3-bromo-7-fluorochroman-4-ol BrC1COC2=CC(=CC=C2C1O)F